C(CC)OC(C)(C)C tertiary butyl propyl ether